CS(=O)(=O)NCCCC[C@@H](N)C(=O)N1CCN(CC1)C(=O)[O-] 4-[N6-(methylsulfonyl)-D-lysyl]piperazine-1-carboxylate